C(C)N(C1=CC(=CC(=C1)OC)OC)CC(CS(=O)(=O)O)O.[Na] sodium N-ethyl-N-(2-hydroxy-3-sulfopropyl)-3,5-dimethoxyaniline